FC1(C2=CC=CC=C2C=2C=CC(=CC12)C#N)F 9,9-difluorofluorene-2-carbonitrile